CC=1C=C(C(=O)O)C=C(C1[N+](=O)[O-])[N+](=O)[O-] 3-methyl-4,5-dinitrobenzoic acid